NC1=C(C(=NN1C1CC(C1)(C)O)C1=CC=C2C(=CC(=NC2=C1F)C1=CC=CC=C1)OC)C(=O)N 5-amino-3-(8-fluoro-4-methoxy-2-phenylquinolin-7-yl)-1-((1r,3r)-3-hydroxy-3-methylcyclobutyl)-1H-pyrazole-4-carboxamide